BrC1=CC=C2CCC(NC2=C1)=O 7-Bromo-3,4-dihydro-1H-quinolin-2-one